C(C)(C)(C)OC(N[C@@H](C[C@H]1C(NCC1)=O)C#N)=O ((S)-1-cyano-2-((S)-2-oxopyrrolidin-3-yl)ethyl)carbamic acid tert-butyl ester